methyl-cetyl-trimethyl-ammonium chloride [Cl-].CC[N+](C)(C)CCCCCCCCCCCCCCCC